5-bromo-7-chloro-8-fluoro-2-(methylthio)quinazolin-4(3H)-one BrC1=C2C(NC(=NC2=C(C(=C1)Cl)F)SC)=O